(2S)-tert-butyl 2-((4-fluoro-2-(2-((methylsulfonyl)oxy)ethyl)phenyl) (hydroxy)methyl)pyrrolidine-1-carboxylate FC1=CC(=C(C=C1)C([C@H]1N(CCC1)C(=O)OC(C)(C)C)O)CCOS(=O)(=O)C